OCCCC[C@@H](C)OC1=NC(=CC=C1SCCC(=O)OC[C@@H](CCCC)CC)C |&1:21| (RS)-2-Ethylhexyl 3-((2-(((R)-6-hydroxyhexan-2-yl)oxy)-6-methylpyridin-3-yl)thio)propanoate